C1(CC1)C=1C=CC(=C(C(=O)O)C1)NC=1C=NC=C(C1OCC(F)(F)F)C=1CCOCC1 5-cyclopropyl-2-((5-(3,6-dihydro-2H-pyran-4-yl)-4-(2,2,2-trifluoroethoxy)pyridin-3-yl)amino)benzoic acid